(tert-butyl 2-(2-(4-((2-methyl-2H-tetrazol-5-yl) (phenyl) methyl) piperazine-1-carbonyl) pyridin-4-yl) benzo[d]oxazol-5-yl) carbamate C(N)(OC=1C=CC2=C(N=C(O2)C2=CC(=NC=C2)C(=O)N2CCN(CC2)C(C2=CC=CC=C2)C=2N=NN(N2)C)C1C(C)(C)C)=O